FC(CN1N=CC=2C1=NC(=CN2)N2CCOC1(C2)CCN(CC1)C1=NC=C(C=C1)C(F)(F)F)F 4-[1-(2,2-difluoroethyl)-1H-pyrazolo[3,4-b]pyrazin-6-yl]-9-[5-(trifluoromethyl)pyridin-2-yl]-1-oxa-4,9-diazaspiro[5.5]undecane